OC[C@H]1N(CCC1)CC[C@H](C1=CC=C(C=C1)N1C(OCC1)=O)NC(=O)C1=CC2=CC=3C[C@H](CCC3N=C2C=C1)C1(CC1)C (S)-N-((R)-3-((S)-2-(hydroxymethyl)pyrrolidin-1-yl)-1-(4-(2-oxooxazolidin-3-yl)phenyl)propyl)-7-(1-methylcyclopropyl)-5,6,7,8-tetrahydroacridine-2-carboxamide